3-(5-((2,3-difluoro-6-methoxybenzyl)oxy)-2-fluoro-4-methoxyphenyl)-N-methyl-2,4-dioxo-1,2,3,4-tetrahydrothieno[3,4-d]pyrimidine-5-carboxamide FC1=C(COC=2C(=CC(=C(C2)N2C(NC=3C(C2=O)=C(SC3)C(=O)NC)=O)F)OC)C(=CC=C1F)OC